N-ethyl-N-methyl-1-(methylsulfinyl)-methanamide C(C)N(C(=O)S(=O)C)C